C(CCCCCCC)N(C(CCC)=O)CCCCCCCC N,N-dioctyl-butyramide